O=S1(CCN(CC1)C(=O)N(C1=CC=CC=C1)CC1=C(C=C(C(=O)OC)C=C1)F)=O methyl 4-((1,1-dioxido-N-phenylthiomorpholine-4-carboxamido)methyl)-3-fluorobenzoate